C(C)(C)(C)OC(C1=NC(=CC=C1C1=CN(C=C1)S(=O)(=O)C1=CC=CC=C1)N1CC2=C(C=CC=C2CC1)C(NC=1SC2=C(N1)C=CC=C2)=O)=O 6-(8-(benzo[d]thiazol-2-ylcarbamoyl)-3,4-dihydroisoquinolin-2(1H)-yl)-3-(1-(phenylsulfonyl)-1H-pyrrol-3-yl)picolinic acid tert-butyl ester